C1N(CC12CCC2)S(=O)(=O)C=2C=C(C(=O)N1CC3(C4=CC(=CC=C14)NS(=O)(=O)C)CCCCC3)C=CC2 N-(1'-(3-((2-azaspiro[3.3]heptan-2-yl)sulfonyl)benzoyl)spiro[cyclohexane-1,3'-indolin]-5'-yL)methanesulfonamide